BrC1=CC(=NC=C1)N1C[C@H](N([C@H](C1)C)CCOCC(OC)OC)C (2R,6S)-4-(4-bromo-2-pyridinyl)-1-[2-(2,2-dimethoxyethoxy)ethyl]-2,6-dimethyl-piperazine